ClC1=C(C=C2C(=NC(NC2=C1SC[C@@H](COCCOC)O)=O)O)C(F)(F)F (R)-7-chloro-4-hydroxy-8-((2-hydroxy-3-(2-methoxyethoxy)propyl)thio)-6-(trifluoromethyl)quinazolin-2(1H)-one